tricosyl phthalate C(C=1C(C(=O)[O-])=CC=CC1)(=O)OCCCCCCCCCCCCCCCCCCCCCCC